OC(CNCC1CN(C1)C(C)=O)(CO)CO 1-[3-[[[2,3-dihydroxy-2-(hydroxymethyl)propyl]amino]methyl]azetidin-1-yl]ethanone